1-iodo-3,5-pentadecadiene ICCC=CC=CCCCCCCCCC